ClC(C(=O)OCC)=O ethyl 2-chloro-2-oxoacetate